Pentamethylcyclopentadienyl-(1-isobutyl-1,5,6,7-tetrahydro-s-indacenyl)hafnium (IV) CC1=C(C(=C(C1([Hf+2]C1(C=CC2=CC=3CCCC3C=C12)CC(C)C)C)C)C)C